[N+](=O)([O-])C1=CC2=C(N=C(O2)S[2H])C=C1 6-Nitrobenzo[d]oxazole-2-thiol-d